(S)-quinuclidin-3-yl (5-(4-butylphenyl)-6-methoxy-2,2-dimethyl-2,3-dihydro-1H-inden-1-yl)carbamat C(CCC)C1=CC=C(C=C1)C=1C=C2CC(C(C2=CC1OC)NC(O[C@@H]1CN2CCC1CC2)=O)(C)C